C(CCC)OC1=CC=C2C=CC(=C3C4=C(C=CC5=CC=C(C(C1=C23)=C45)OCCCC)OCCCC)OCCCC 1,6,7,12-tetra-n-butoxyperylene